(beta-aminoethyl)-gamma-aminopropyltrimethoxysilane NCCCO[Si](OC)(OC)CCCN